N[C@@H]1C2=CC=CC=C2CC12CCN(CC2)C=2NC(C1=C(N2)NN=C1C1=CNC(C2=CC=CC=C12)(C)C)=O (S)-6-(1-amino-1,3-dihydrospiro[indene-2,4'-piperidin]-1'-yl)-3-(1,1-dimethyl-1,2-dihydroisoquinolin-4-yl)-1,5-dihydro-4H-pyrazolo[3,4-d]pyrimidin-4-one